CC1=CC=2N(N=C1N1CC=3C=C(C=NC3CC1)NC(=O)C1COC1)C(C=CN2)=O N-(6-(8-methyl-4-oxo-4H-pyrimido[1,2-b]pyridazin-7-yl)-5,6,7,8-tetrahydro-1,6-naphthyridin-3-yl)oxetane-3-carboxamide